N-ethyl-N-((R)-1-(5-methoxy-4-(8-((6-oxohexyl)oxy)imidazo[1,2-a]pyrazin-6-yl)pyridin-2-yl)ethyl)-2-methylpropane-2-sulfinamide C(C)N(S(=O)C(C)(C)C)[C@H](C)C1=NC=C(C(=C1)C=1N=C(C=2N(C1)C=CN2)OCCCCCC=O)OC